4-ethyl-2-Methyl-2-octenoic acid C(C)C(C=C(C(=O)O)C)CCCC